ClC1=CC(=C2C(=N1)N(C=C2)CC(=O)N(C)C)C=O (6-chloro-4-formyl-1H-pyrrolo[2,3-b]pyridin-1-yl)-N,N-dimethylacetamide